C(C1=CC=CC=C1)OC1=CC=C2C(N(C(=NC2=C1)CSC1CCOCC1)COCC[Si](C)(C)C)=O 7-(benzyloxy)-2-(((tetrahydro-2H-pyran-4-yl)thio)methyl)-3-((2-(trimethylsilyl)ethoxy)methyl)quinazolin-4(3H)-one